ClC=1C(=NC=C(C1)F)OC1CC2(CN(C2)C(=O)N2CC3(C2)NC(CC3)=O)C1 2-[6-[(3-chloro-5-fluoro-2-pyridinyl)oxy]-2-azaspiro[3.3]heptane-2-carbonyl]-2,5-diazaspiro[3.4]octan-6-one